CC=1N=NN2C1C1=C(C(CC2)NC=2C=C(C(=O)O)C=CC2)C=C(C=C1)C=1C=NN(C1)C 3-((1-methyl-9-(1-methyl-1H-pyrazol-4-yl)-6,7-dihydro-5H-benzo[c][1,2,3]triazolo[1,5-a]azepin-7-yl)amino)benzoic acid